tert-butyl (R)-2-(((5-amino-2,2-dimethyl-2,3-dihydrobenzofuran-6-yl)oxy)methyl)pyrrolidine-1-carboxylate NC=1C(=CC2=C(CC(O2)(C)C)C1)OC[C@@H]1N(CCC1)C(=O)OC(C)(C)C